CS(=O)(=O)OCC(C1=CC=C(C=C1)C)N1C=NC(=C1C(=O)OCC)F ethyl 1-(2-((methylsulfonyl) oxy)-1-(p-tolyl) ethyl)-4-fluoro-1H-imidazole-5-carboxylate